NC/C(/COC1=CC=C(C=C1)S(=O)(=O)CC12CCC(CC1)(CC2)C#N)=C\F (E)-4-(((4-((2-(aminomethyl)-3-fluoroallyl)oxy)phenyl)sulfonyl)methyl)bicyclo[2.2.2]octane-1-carbonitrile